2-((3S,3aR,6R,6aS)-6-hydroxy-6-((E)-2-(6-methoxyquinolin-4-yl)vinyl)hexahydrofuro[3,2-b]furan-3-yl)isoindoline-1,3-dione O[C@@]1(CO[C@H]2[C@@H]1OC[C@@H]2N2C(C1=CC=CC=C1C2=O)=O)\C=C\C2=CC=NC1=CC=C(C=C21)OC